(R)-N,N-dimethyl-1-(3-nitro-5-(trifluoromethyl)benzyl)pyrrolidin-3-amine CN([C@H]1CN(CC1)CC1=CC(=CC(=C1)C(F)(F)F)[N+](=O)[O-])C